ClC1=CC=C(C=C1)C=CC(=O)N[C@@H](CC1=CC=CC=C1)C(=O)O N-[3-(4-chlorophenyl)-1-oxo-2-propenyl]-L-phenylalanine